BrC1=C(C=C(C=C1)[C@@H](C(F)(F)F)N(C(=O)C1CCC1)C)C (S)-N-(1-(4-bromo-3-methylphenyl)-2,2,2-trifluoroethyl)-N-methylcyclobutanecarboxamide